NCCC[C@@H](C(=O)OC(C)(C)C)NC(=O)N[C@@H](CCC(=O)OC(C)(C)C)C(=O)OC(C)(C)C Di-tert-butyl (((S)-5-amino-1-(tert-butoxy)-1-oxopentan-2-yl)carbamoyl)-L-glutamate